C(#C)C=1C=CC(=NC1)C=O 5-ethynyl-pyridinealdehyde